NC1=NC(N(C=C1F)[C@@H]1O[C@@]([C@H]([C@@H]1F)O)(CO)CC)=O 4-amino-1-[(2R,3S,4R,5R)-5-ethyl-3-fluoro-4-hydroxy-5-(hydroxymethyl)oxolan-2-yl]-5-fluoropyrimidin-2-one